Dimethylsilanediyl-(3-n-butyl-1H-inden-1-yl)(2-methyl-4-phenyl-1H-inden-1-yl)zirconium dichloride [Cl-].[Cl-].C[Si](=[Zr+2](C1C(=CC2=C(C=CC=C12)C1=CC=CC=C1)C)C1C=C(C2=CC=CC=C12)CCCC)C